sodium chlorite oxide bromide [Br-].Cl(=O)(O)=O.[Na+]